3-(pyrimidin-4-yl)benzoic acid N1=CN=C(C=C1)C=1C=C(C(=O)O)C=CC1